5-(7-acetyl-8-(4-((dimethylamino)methyl)cyclohexylamino)-1,5-naphthyridin-2-yl)-pyrimidine-2-carbonitrile C(C)(=O)C1=CN=C2C=CC(=NC2=C1NC1CCC(CC1)CN(C)C)C=1C=NC(=NC1)C#N